FC(C(=O)O)(F)F.C(C1=CC=CC=C1)OC(CC[C@@H](N)C(N)=O)=O D-isoglutamine benzyl ester trifluoroacetate salt